N-[2-(3-fluorophenyl)propan-2-yl]acetamide FC=1C=C(C=CC1)C(C)(C)NC(C)=O